1,4-di(2-triisocyanatosilylethoxy)-1,4-ditrifluoromethylhexafluorobutane N(=C=O)[Si](CCOC(C(C(C(C(F)(F)F)(OCC[Si](N=C=O)(N=C=O)N=C=O)F)(F)F)(F)F)(C(F)(F)F)F)(N=C=O)N=C=O